(2S,4R)-N-(3-cyano-8-oxaspiro[4.5]decan-4-yl)-1-[(2S)-2-(4-cyclopropyltriazol-1-yl)-3,3-dimethyl-butanoyl]-4-hydroxy-pyrrolidine-2-carboxamide C(#N)C1CCC2(C1NC(=O)[C@H]1N(C[C@@H](C1)O)C([C@H](C(C)(C)C)N1N=NC(=C1)C1CC1)=O)CCOCC2